6-(1-(4-(tert-butyl)benzyl)-4-chloro-1H-indole-7-carboxamido)spiro[3.3]heptane C(C)(C)(C)C1=CC=C(CN2C=CC3=C(C=CC(=C23)C(=O)NC2CC3(CCC3)C2)Cl)C=C1